FC1=C(C(=O)NC2=CC(=C(C=C2)F)C(NO)=O)C(=CC=C1C(F)(F)F)OC1=C(C=C(C=C1)OC(F)(F)F)OC 2-fluoro-N-(4-fluoro-3-(N-Hydroxycarbamoyl)phenyl)-6-(2-methoxy-4-(trifluoromethoxy)phenoxy)-3-(trifluoromethyl)benzamide